5-chloro-6-fluoro-N-[(1S,2S,3S,5R)-2,6,6-trimethylnorpinan-3-yl]-1H-pyrrolo[2,3-b]pyridine-2-carboxamide ClC=1C=C2C(=NC1F)NC(=C2)C(=O)N[C@@H]2[C@H]([C@H]1C([C@@H](C2)C1)(C)C)C